isobutenyl-(isobutylene) C(=C(C)C)CC(C)=C